4-((1-(4-(2-(2-aminopyridin-3-yl)-3H-imidazo[4,5-b]pyridin-3-yl)benzyl)piperidin-4-yl)amino)pyrimidine-2-carbonitrile NC1=NC=CC=C1C1=NC=2C(=NC=CC2)N1C1=CC=C(CN2CCC(CC2)NC2=NC(=NC=C2)C#N)C=C1